N-(cyclohexylmethyl)-1-(2-(methylsulfanyl)pyrimidin-4-yl)methanimine C1(CCCCC1)CN=CC1=NC(=NC=C1)SC